NC=1O[C@@H]2[C@H](N1)O[C@@H]([C@H]2O)CO (3aR,5R,6R,6aS)-2-amino-5-(hydroxymethyl)-3a,5,6,6a-tetrahydrofuro[2,3-d]oxazol-6-ol